C(CCCCC)C(C(=O)O)(CCCCCC)CCCCCC 2,2-dihexyloctanoic acid